CN(C=1C=C(C=NC1)C=1N=NN(C1)CC1=CC=C2C=C(N(C2=C1)C(=O)OC(C)(C)C)CN1CCC(CC1)(C)C)C Tert-butyl 6-((4-(5-(dimethylamino)pyridin-3-yl)-1H-1,2,3-triazol-1-yl)methyl)-2-((4,4-dimethylpiperidin-1-yl)methyl)-1H-indole-1-carboxylate